(3-hydroxyphenyl)-5-(isoindolin-2-yl)-7-(1H-pyrazol-4-yl)pyrazolo[1,5-a]pyrimidine-2-carboxamide OC=1C=C(C=CC1)C=1C(=NN2C1N=C(C=C2C=2C=NNC2)N2CC1=CC=CC=C1C2)C(=O)N